FC(C1=CC=C(C=C1)C1=NN(C2=CC=CC=C12)C1CN(CC1)C(C#CC)=O)(F)F 1-(3-(3-(4-(trifluoromethyl)phenyl)-1H-indazol-1-yl)pyrrolidin-1-yl)but-2-yn-1-one